di(tertbutyl salicylate) carbonate C(O)(O)=O.C(C)(C)(C)OC=1C(C(=O)O)=CC=CC1.C(C)(C)(C)OC=1C(C(=O)O)=CC=CC1